NC=1N=C(N2C1[C@H](N(CC2)C(=O)C2=CC=C(C=1C=COC12)F)C)C1=NC(=NS1)C (R)-(1-Amino-8-methyl-3-(3-methyl-1,2,4-thiadiazol-5-yl)-5,6-dihydroimidazo[1,5-a]Pyrazin-7(8H)-yl)(4-fluorobenzofuran-7-yl)methanone